1-methyldimethoxysilyl-6-(4-methylpiperazin-1-yl)(methyldimethoxysilylpropylamino)methylsilylhexane C[Si](C(CCCCCN1CCN(CC1)C)[SiH2]CNCCC[Si](OC)(OC)C)(OC)OC